6-(trifluoromethyl)-1H-benzo[d]imidazole-2-thiol FC(C=1C=CC2=C(NC(=N2)S)C1)(F)F